OCC=1C=CC(=C2C(=COC21)C)C#N 7-(hydroxymethyl)-3-methylbenzofuran-4-carbonitrile